((3-chloro-2-methylphenyl)amino)-2-(methylamino)pyrido[3,2-d]pyrimidine-7-carbaldehyde ClC=1C(=C(C=CC1)NC=1C2=C(N=C(N1)NC)C=C(C=N2)C=O)C